3-ethylsulfonyl-N-[3-methyl-5-(trifluoromethyl)-1,3,4-thiadiazol-2-ylidene]-5-phenyl-pyridine-2-carboxamide C(C)S(=O)(=O)C=1C(=NC=C(C1)C1=CC=CC=C1)C(=O)N=C1SC(=NN1C)C(F)(F)F